5-((1S,2R)-1-(6-chloro-4-(3-hydroxypropyl)-1,1-dioxido-3,4-dihydro-2H-benzo[e][1,2,4]thiadiazin-2-yl)-2-(6-fluoro-2,3-dimethylphenyl)propyl)-1,3,4-oxadiazol-2(3H)-one ClC=1C=CC2=C(N(CN(S2(=O)=O)[C@@H]([C@H](C)C2=C(C(=CC=C2F)C)C)C2=NNC(O2)=O)CCCO)C1